4-(5-methyl-3-(trifluorometH-yl)-1H-pyrazol-1-yl)benzoic acid CC1=CC(=NN1C1=CC=C(C(=O)O)C=C1)C(F)(F)F